O=C1NC(CCC1N1C(C2=C3C(C=CC=C13)=C(C=C2)C#N)=O)=O 1-(2,6-dioxo-3-piperidyl)-2-oxo-benzo[cd]indole-5-carbonitrile